OC1(CCC1)C1=C(C(=CC=C1)C)N([2H])C(CC(C)(C)C)=O N-[2-(1-hydroxycyclobutyl)-6-methyl-phenyl]-3,3-dimethyl-butyramide-d